O=S1(CCC(CC1)CC(=O)O)=O 2-(1,1-dioxothian-4-yl)acetic acid